C1(=CC=CC=C1)C1=C2C=CC=CC2=C(C2=CC=CC=C12)C1=CC=C(C=C1)C=1C2=CC=CC=C2C(=C2C=CC=CC12)C1=CC=CC=C1 1,4-bis(10-phenylanthracen-9-yl)benzene